CC(CCCC=O)CCCCCC 3-Methyl-nonyl-acetaldehyde